FCCOCC1=CC=C(C=O)C=C1 4-((2-fluoroethoxy)methyl)benzaldehyde